6-chloro-N-[3-(3-chloro-4-cyano-phenoxy)-2,2,4,4-tetramethyl-cyclobutyl]pyridazine-3-carboxamide ClC1=CC=C(N=N1)C(=O)NC1C(C(C1(C)C)OC1=CC(=C(C=C1)C#N)Cl)(C)C